FC(OC=1C=CC(=C(C1)S(=O)(=O)N)F)F 5-(difluoromethoxy)-2-fluorobenzenesulfonamide